ClC1=CC2=C(N(C(N=C2N2[C@H](CN(CC2)C(C=C)=O)C)=O)C2=NC=CC=3CCCCC23)N=C1C1=C(C=CC=C1O)F 6-chloro-7-(2-fluoro-6-hydroxyphenyl)-4-((2S)-2-methyl-4-(2-propenoyl)-1-piperazinyl)-1-(5,6,7,8-tetrahydro-1-isoquinolinyl)pyrido[2,3-d]pyrimidin-2(1H)-one